BrC1=C(C=CC=C1)NC(C=C(S(=O)(=O)C1=CC=C(C)C=C1)F)=O N-(2-bromophenyl)-3-fluoro-3-(p-toluenesulfonyl)acrylamide